7-methoxy-6-[3-(morpholin-4-yl)propoxy]-N-(propan-2-yl)-1H,2H,3H-cyclopenta[b]quinolin COC1=CC=2C=C3C(N(C2C=C1OCCCN1CCOCC1)C(C)C)CCC3